bromo-1,1':3',1''-terphenyl BrC1=C(C=CC=C1)C1=CC(=CC=C1)C1=CC=CC=C1